3,7,11b-Triaza-benzo[c]fluorene-6-carboxylic Acid (1-methyl-piperidin-4-yl)-amide CN1CCC(CC1)NC(=O)C1=CC2=C(N3C=4C=CC=CC4N=C13)C=CN=C2